C1(CC1)CN(C1=CC=C(C=N1)C(=O)O)C1=CC(=C(C=C1)C)C(F)(F)F 6-[(cyclopropylmethyl)[4-methyl-3-(trifluoromethyl)phenyl]amino]pyridine-3-carboxylic Acid